NC=1C(=NC=C(N1)N1CCC(CC1)(C)CN)SC=1C(=C(C=CC1)NC(=O)NS(=O)(=O)C1CC1)Cl N-((3-((3-amino-5-(4-(aminomethyl)-4-methylpiperidin-1-yl)pyrazin-2-yl)thio)-2-chlorophenyl)carbamoyl)cyclopropanesulfonamide